non-2,4,6,8-tetraenamide C(C=CC=CC=CC=C)(=O)N